4-[3-[(3s,5r)-4-(3-bromo-4-methoxycarbonyl-phenyl)-3,5-dimethyl-piperazin-1-yl]cyclobutoxy]piperidine-1-carboxylic acid tert-butyl ester C(C)(C)(C)OC(=O)N1CCC(CC1)OC1CC(C1)N1C[C@@H](N([C@@H](C1)C)C1=CC(=C(C=C1)C(=O)OC)Br)C